(±)-ethyl 4-(((3R*,4S*)-4-hydroxy-4-methyltetrahydrofuran-3-yl)amino)-2-(methylthio)pyrimidine-5-carboxylate O[C@]1([C@@H](COC1)NC1=NC(=NC=C1C(=O)OCC)SC)C |r|